2,5-Diketocamphene O=C1C2(CC(C(=C1)C2(C)C)=O)C